1-(tert-butyl) 3-methyl (5R)-3-((6-((tert-butoxycarbonyl)amino)pyridazin-3-yl)methyl)-2-oxo-5-(trifluoromethyl)piperidine-1,3-dicarboxylate C(C)(C)(C)OC(=O)NC1=CC=C(N=N1)CC1(C(N(C[C@@H](C1)C(F)(F)F)C(=O)OC(C)(C)C)=O)C(=O)OC